NC1=C(C=N[C@@H]2CC[C@H](CC2)O)C=C(C=C1Br)Br trans-4-[(2-amino-3,5-dibromobenzylidene)amino]cyclohexanol